2-ethyl-d5-isoindoline-1,3-dione C(C([2H])([2H])[2H])(N1C(C2=CC=CC=C2C1=O)=O)([2H])[2H]